BrC1=C(C=CC=C1)C(CCC=C)=O 1-(2-bromophenyl)pent-4-en-1-one